ClC1=C(C=CC=C1COC1=NC(=C(C(=N1)OC)CN1[C@@H](CCC1)C(=O)O)OC)C1=C(C(=CC=C1)OCCCN1CCOCC1)CC ((2-((2-chloro-2'-ethyl-3'-(3-morpholinopropoxy)-[1,1'-biphenyl]-3-yl)methoxy)-4,6-dimethoxypyrimidin-5-yl)methyl)-L-proline